FC=1C=C2CCC=3N(C2=CC1)N=C(C3N3CCOCC3)C3CCN(CC3)C(=O)OC(C(F)(F)F)CO 1,1,1-trifluoro-3-hydroxypropan-2-yl 4-(7-fluoro-3-morpholino-4,5-dihydropyrazolo[1,5-a]quinolin-2-yl)piperidine-1-carboxylate